2-((2-(3-(2-((2-aminoethyl)(2-((cyanomethyl)amino)ethyl)amino)ethyl)-2-oxoimidazolidin-1-yl)ethyl)amino)acetonitrile NCCN(CCN1C(N(CC1)CCNCC#N)=O)CCNCC#N